ClC1=CC=C(C=C1)C1=CC(=NC(=N1)C=1C=NC=CC1)NCC1CCOCC1 6-(4-chlorophenyl)-2-(pyridin-3-yl)-N-((tetrahydro-2H-pyran-4-yl)methyl)pyrimidin-4-amine